NCCC1=CC=C(C=C1)O 4-(2-aminoethyl)-phenol